2-propionyl-hydrazine C(CC)(=O)NN